S(=O)(=O)(O)O.C(CCCCCCCCCCC)OCCCCCCCCCCCC monolauryl ether sulfate